C(C)O[Si](C(=CN(CC)CC)[SiH2]CNCCC[Si](OCC)(OCC)OCC)(OCC)OCC 1-triethoxysilyl-2-(diethylamino)(triethoxysilylpropylamino)methylsilylethylene